[Cu](=S)(=S)(=S)(=S)=S copper pentasulfide